OC1(CCC(CC1)C(=O)N)[C@H]1N2C(C3=CC=CC=C13)=CN=C2 (1S,4r)-4-hydroxy-4-((S)-5H-imidazo[5,1-a]isoindol-5-yl)cyclohexane-1-carboxamide